O1C(OCC1)C1CCN(CC1)C1=NC=C(C(=C1)I)Cl 2-(4-(1,3-dioxolan-2-yl)piperidin-1-yl)-5-chloro-4-iodopyridine